O[C@@H]1[C@@H](CO[C@@H]([C@@H]1O)CO)NC(C1=CC=CC=C1)=O N-((3R,4R,5R,6R)-4,5-dihydroxy-6-(hydroxymethyl)tetrahydro-2H-pyran-3-yl)benzamide